(S)-3-amino-2-cyano-6a,7,9,10-tetrahydropyrazino[1,2-d]pyrido[3,2-b][1,4]oxazine-8(6H)-carboxylate NC1=CC=2OC[C@H]3N(C2N=C1C#N)CCN(C3)C(=O)[O-]